CN1N=CC(=C1)NC(C1=CN=CC=C1)=O N-(1-methyl-1H-pyrazol-4-yl)nicotinamide